2-tert-butyl-6-methylphenol C(C)(C)(C)C1=C(C(=CC=C1)C)O